CC(=CCC1=NC2=NC(=NC=C2N1)N)C dimethylallyl-aminopurine